cyclopentane-1,1-diylbis(ethane-2,1-diyl) bis(4-methylbenzenesulfonate) CC1=CC=C(C=C1)S(=O)(=O)OCCC1(CCCC1)CCOS(=O)(=O)C1=CC=C(C=C1)C